Tert-butyl 3-{4-[4-({1-[6-(2-hydroxypropan-2-yl) pyridin-2-yl]-3-oxo-2-(prop-2-en-1-yl) pyrazolo[3,4-d]pyrimidin-6-yl} amino) phenyl] piperazin-1-yl}-[1,3'-biazetidine]-1'-carboxylate OC(C)(C)C1=CC=CC(=N1)N1N(C(C=2C1=NC(=NC2)NC2=CC=C(C=C2)N2CCN(CC2)C2CN(C2)C2CN(C2)C(=O)OC(C)(C)C)=O)CC=C